N1C=CC=2C1=NC=CC2[C@@H](C)OC=2C=C1C(=NNC1=CC2)C=2C=NC(=CC2)C2=CCC(CC2)(F)F (R)-5-(1-(1H-pyrrolo[2,3-b]pyridin-4-yl)ethoxy)-3-(6-(4,4-difluorocyclohex-1-en-1-yl)pyridin-3-yl)-1H-indazole